FC1=CC2=C(N=C(O2)N2CC3=CC=C(C(=C3C[C@H]2C(=O)OC)OCC2=CC=C(C=C2)F)OC)C=C1 Methyl (S)-2-(6-fluorobenzo[d]oxazol-2-yl)-5-((4-fluorobenzyl) oxy)-6-methoxy-1,2,3,4-tetrahydroisoquinoline-3-carboxylate